CC1=C(CNC=2C=3N(C4=CC(=CC=C4N2)C(=O)O)C=NC3C)C=CC(=C1)C D-4-((2,4-dimethylbenzyl)amino)-3-methylimidazo[1,5-a]quinoxaline-8-carboxylic acid